FC1=C(CNC(=O)C=2C(C(=C3N([C@H]4CC[C@@H](CN(C3=O)C4)F)C2)O)=O)C=CC(=C1)F (4S,7S)-N-(2,4-difluorobenzyl)-4-fluoro-12-hydroxy-1,11-dioxo-1,4,5,6,7,11-hexahydro-3H-2,7-methanopyrido[1,2-a][1,4]diazonine-10-carboxamide